N1C=CC=2C1=NC(=CC2)C(=O)N 1H-pyrrolo[2,3-b]pyridine-6-carboxamide